[3-(dimethylamino) propyl]-13-methyl-8-oxo-6-{5-[(1-oxohexyl) oxy] pentyl}-9,13-diaza-7-oxatetradec-1-yl hexanoate C(CCCCC)(=O)OCCCCCC(OC(NCCCN(CCCCN(C)C)C)=O)CCCCCOC(CCCCC)=O